(S)-N-(4-(4'-fluoro-[1,1'-biphenyl]-3-yl)thiazol-2-yl)-1-(1-(methylsulfonyl)-1H-pyrrole-3-carbonyl)azetidine-2-carboxamide FC1=CC=C(C=C1)C1=CC(=CC=C1)C=1N=C(SC1)NC(=O)[C@H]1N(CC1)C(=O)C1=CN(C=C1)S(=O)(=O)C